ethyl 2-[4-(difluoromethyl)-6-[4-[2-(4-hydroxycyclohexyl)ethoxy]phenyl]-7-methyl-indazol-2-yl]-2-[(6R)-6-fluoro-6,7-dihydro-5H-pyrrolo[1,2-c]imidazol-1-yl]acetate FC(C=1C2=CN(N=C2C(=C(C1)C1=CC=C(C=C1)OCCC1CCC(CC1)O)C)C(C(=O)OCC)C1=C2N(C=N1)C[C@@H](C2)F)F